5-ethyl-6-fluoro-4-(2-(((2R,7aS)-2-fluorohexahydro-1H-pyrrolizin-7a-yl)methoxy)-4-(3-(methylsulfonyl)azepan-1-yl)-5,6-dihydropyrido[3,4-d]pyrimidin-7(8H)-yl)naphthalen-2-ol C(C)C1=C2C(=CC(=CC2=CC=C1F)O)N1CC=2N=C(N=C(C2CC1)N1CC(CCCC1)S(=O)(=O)C)OC[C@]12CCCN2C[C@@H](C1)F